2-(2-(diethylamino)ethoxy)-N-(2-methoxynaphthalen-1-yl)naphthalen-1-amine formate C(=O)O.C(C)N(CCOC1=C(C2=CC=CC=C2C=C1)NC1=C(C=CC2=CC=CC=C12)OC)CC